N-(3-((2-(3-(isoquinolin-6-yl)ureido)-6-methylpyrimidin-4-yl)amino)propyl)acetamide C1=NC=CC2=CC(=CC=C12)NC(NC1=NC(=CC(=N1)NCCCNC(C)=O)C)=O